C1(=CC=CC=C1)C(N1CCN(CC1)C1=C(C=C(C(=O)N)C=C1)NC(=O)NC1=CC=C(C=C1)[N+](=O)[O-])C1=CC=CC=C1 4-[4-(diphenylmethyl)-1-piperazinyl]-3-[[[(4-nitrophenyl)amino]carbonyl]amino]-benzamide